COC(=O)C=1C=NC(=CC1)C1=CC=C(C=C1)N(CCNC(=O)OC)C(C)=O 6-[4-[acetyl-[2-(methoxycarbonylamino)ethyl]amino]phenyl]pyridine-3-carboxylic acid methyl ester